(5S,11R)-11-(3-(allyloxy)-3-oxopropyl)-1-(9H-fluoren-9-yl)-7-methyl-5-(naphthalen-2-ylmethyl)-3,6,9-trioxo-2-oxa-4,7,8,10-tetraazadodecane C(C=C)OC(CC[C@H](NC(NN(C([C@@H](NC(OCC1C2=CC=CC=C2C=2C=CC=CC12)=O)CC1=CC2=CC=CC=C2C=C1)=O)C)=O)C)=O